3-(2-Methoxy-5-methyl-3-nitrophenyl)-1-methyl-1H-1,2,4-triazole COC1=C(C=C(C=C1[N+](=O)[O-])C)C1=NN(C=N1)C